methyl 2-[(7-chloro-1,6-naphthyridin-2-yl) (1-methylpiperidin-4-yl)amino]acetate ClC1=NC=C2C=CC(=NC2=C1)N(CC(=O)OC)C1CCN(CC1)C